C(C(C)(C)C)(=O)CC(C(C)(C)C)=O Dipivaloyl-methane